7-(6-amino-4-methyl-3-(trifluoromethyl)pyridin-2-yl)-6-chloro-8-fluoro-2-(((2R,7aS)-2-fluorotetrahydro-1H-pyrrolizin-7a(5H)-yl)methoxy)quinazolin-4-ol NC1=CC(=C(C(=N1)C1=C(C=C2C(=NC(=NC2=C1F)OC[C@]12CCCN2C[C@@H](C1)F)O)Cl)C(F)(F)F)C